ClC1=C(C=C(C=C1)N=C=O)N1N=CC=N1 2-(2-chloro-5-isocyanato-phenyl)triazole